C(C)C=1C(=NC=C(C1)C1=CC=CC=2N1N=CC2)N Ethyl-5-(pyrazolo[1,5-a]pyridin-7-yl)pyridin-2-amine